ClC1=CC=C2C(=NC(N(C2=C1)C1=CC=CC=C1)=O)NCC(F)F 7-chloro-4-((2,2-difluoroethyl)amino)-1-phenyl-quinazolin-2(1H)-one